5-hex-3-enyl-5-methyl-oxolan-2-one C(CC=CCC)C1(CCC(O1)=O)C